6-bromo-3,5-difluoro-1-(oxetan-2-yl)indazole BrC1=C(C=C2C(=NN(C2=C1)C1OCC1)F)F